6-(6-fluoropyridin-3-yl)-5-((1-methyl-1H-pyrazol-3-yl)methoxy)isoindolin-1-one FC1=CC=C(C=N1)C1=C(C=C2CNC(C2=C1)=O)OCC1=NN(C=C1)C